tert-butyl 3-(5-[(5-chlorothiophen-2-yl)methyl]amino-1-(4-methyloxane-4-carbonyl)-1H-pyrazol-3-yl)piperidine-1-carboxylate ClC1=CC=C(S1)CNC1=CC(=NN1C(=O)C1(CCOCC1)C)C1CN(CCC1)C(=O)OC(C)(C)C